C1(CCCC1)NC(=O)N1CCN(CC1)C1=NC(=NC(=C1)N(CC=1C=NC=CC1)C)NC=1SC(=C(N1)C)C(=O)OCC 2-[[4-[4-(Cyclopentylaminocarbonyl)-1-piperazinyl]-6-[N-methyl-N-(3-pyridinylmethyl)amino]-2-pyrimidinyl]amino]-4-methyl-5-thiazolecarboxylic acid, ethyl ester